C(C)OC(=O)C1=NN(C2=C1C(CC=1C=NC(=NC21)NC)(C)C)C2OCCCC2.C(CCCCCCC)[Si](OC)(OC)CCCCCCCC di(n-octyl)(dimethoxy)silane Ethyl-4,4-dimethyl-8-(methylamino)-1-(tetrahydro-2H-pyran-2-yl)-4,5-dihydro-1H-pyrazolo[4,3-H]quinazoline-3-carboxylate